3,5-bis(2-bromo-5-chlorobenzylidene)-4-piperidone BrC1=C(C=C2CNCC(C2=O)=CC2=C(C=CC(=C2)Cl)Br)C=C(C=C1)Cl